BrC1=CC=C(S1)CNCC(=O)NCC1=CC=C(C=C1)F 2-(((5-bromothiophen-2-yl)methyl)amino)-N-(4-fluorobenzyl)acetamide